BrC=1C(=C(C=CC1)C1=C(C(=C(C(=C1[2H])[2H])[2H])[2H])[2H])OC 3-bromo-2-methoxy-1,1'-biphenyl-2',3',4',5',6'-d5